6-Benzyloxy-3,4-dihydro-2H-isoquinolin-1-one C(C1=CC=CC=C1)OC=1C=C2CCNC(C2=CC1)=O